C(=C)(C)CC(C)(C)C Iso-octene